tin-lead-zinc [Zn].[Pb].[Sn]